(3R)-3-[(2S)-3-{3-[amino(2H2)methyl]phenyl}-1-(tert-butoxy)-1-oxopropan-2-yl]pyrrolidine-1-carboxylic acid tert-butyl ester C(C)(C)(C)OC(=O)N1C[C@H](CC1)[C@@H](C(=O)OC(C)(C)C)CC1=CC(=CC=C1)C([2H])([2H])N